1,3-dicarboxybenzenesulfonate sodium [Na+].C(=O)(O)C1(CC(=CC=C1)C(=O)O)S(=O)(=O)[O-]